C1=C(C=CC2=CC=CC=C12)C1=CC=C(C=C1)N(C1=CC=C(C=C1)B1OC(C(O1)(C)C)(C)C)C1=CC=CC=C1 N-(4-naphthalen-2-yl-phenyl)-N-{4-(4,4,5,5-tetramethyl-[1,3,2]dioxaborolan-2-yl)phenyl}-phenylamine